zirconium sodium phosphate zinc [Zn+2].P(=O)([O-])([O-])[O-].[Na+].[Zr+4]